(1-((1-(methoxy(methyl)amino)-3-methyl-1-oxobutan-2-yl)amino)-1-oxo-3-(m-tolyl)propan-2-yl)carbamic acid tert-butyl ester C(C)(C)(C)OC(NC(C(=O)NC(C(=O)N(C)OC)C(C)C)CC=1C=C(C=CC1)C)=O